BrCC=1C=C(CO)C=C(C1)CBr 3,5-bis(bromomethyl)-benzyl alcohol